[Cu].C1(CC1)COC1=C(C=CC(=N1)C(=O)N[C@H](CO)C)N1CCCC1 (S)-6-(Cyclopropylmethoxy)-N-(1-hydroxypropan-2-yl)-5-(pyrrolidin-1-yl)picolinamide copper